methyl 2-phenyl-5-(m-methoxyphenyl)-1H-imidazole-4-carboxylate C1(=CC=CC=C1)C=1NC(=C(N1)C(=O)OC)C1=CC(=CC=C1)OC